CC(=O)OC[C@@H]1[C@H]([C@@H]([C@H]([C@@H](O1)OC2=C(OC3=C(C2=O)C(=CC(=C3)OC(=O)C)OC(=O)C)C4=CC=C(C=C4)OC(=O)C)OC(=O)C)OC(=O)C)OC(=O)C The molecule is a kaempferol O-glucoside that is the hepta acetate ester derivative of astragalin. Isolated from the aerial parts of Delphinium staphisagria, it exhibits trypanocidal activity. It has a role as a metabolite, a trypanocidal drug and a plant metabolite. It is a beta-D-glucoside, an acetate ester, a kaempferol O-glucoside and a monosaccharide derivative. It derives from a kaempferol 3-O-beta-D-glucoside.